FC1=C(N)C=C(C(=C1)C=1C=NC(=CC1)OCC(F)(F)F)C 2-Fluoro-5-methyl-4-(6-(2,2,2-trifluoroethoxy)pyridin-3-yl)aniline